5-[(tert-butyldimethylsilyl)oxy]-2-iodopyridine [Si](C)(C)(C(C)(C)C)OC=1C=CC(=NC1)I